C1=CC(=CC=C1[C@@H]2[C@H](C(=O)C3=C(O2)C=C(C=C3)O)O)O The molecule is a member of the class of dihydroflavonols that is (2S)-flavanone substituted by hydroxy groups at positions 3, 7 and 4'. It has a role as an antimutagen and a metabolite. It is a trihydroxyflavanone, a member of dihydroflavonols, a secondary alpha-hydroxy ketone and a member of 4'-hydroxyflavanones.